C1(=COC=2C1=CC=C1C2C=CC2=CC=CC=C21)C2=C(C=CC=C2)C2=CC=CC1=CC3=CC=CC=C3C=C21 [(naphthobenzofuranyl)phenyl]anthracene